FC1=CC=CC=2N=C(OC21)[C@H]2N(CCC1=C2N=CN1)C(=O)C1=C(N=C(O1)C(C)(C)O)C (S)-(4-(7-fluorobenzo[d]oxazol-2-yl)-6,7-dihydro-1H-imidazo[4,5-c]pyridin-5(4H)-yl)(2-(2-hydroxypropan-2-yl)-4-methyloxazol-5-yl)methanone